FC1=C(N)C(=CC(=C1)Br)F 2,6-difluoro-4-bromo-aniline